2-(6-chloro-1-cyclopropyloxy-2,7-naphthyridin-4-yl)propan-2-ol ClC=1C=C2C(=CN=C(C2=CN1)OC1CC1)C(C)(C)O